1-(3-fluorophenyl)-N-(4-(trifluoromethyl)benzyl)-4-(3-(trifluoromethyl)phenyl)-1H-imidazol-2-amine FC=1C=C(C=CC1)N1C(=NC(=C1)C1=CC(=CC=C1)C(F)(F)F)NCC1=CC=C(C=C1)C(F)(F)F